C(=O)(O)C(C)C1=CC=C(C=C1)CC(CCCC(=O)O)=O 6-(4-(1-carboxyethyl)phenyl)-5-oxohexanoic acid